C[C@H]1[C@@H]([C@]2(C)[C@@H](C1)[C@@H]1CCC3=CC(C=C[C@]3(C)[C@H]1CC2)=O)C([O-])=S 16α-methyl-3-oxoandrosta-1,4-diene-17β-carbothioate